O=C1N(CCC1)[C@H](C(=O)O)CC (S)-2-(2-oxo-1-pyrrolidinyl)butanoic acid